CC1=C(C=NC(=C1)OC1=CC=C(C=C1)C=1SC=CN1)N 4-methyl-6-(4-(thiazol-2-yl)phenoxy)pyridin-3-amine